3-(3-(4-(1-aminocyclopropyl)phenyl)-5-(1H-pyrazol-1-yl)-3H-imidazo[4,5-b]pyridin-2-yl)pyridin-2-amine NC1(CC1)C1=CC=C(C=C1)N1C(=NC=2C1=NC(=CC2)N2N=CC=C2)C=2C(=NC=CC2)N